5-cyclobutyl-2-(4,4-difluoropiperidin-1-yl)-6-methyl-N-(2-sulfamoylpyridin-4-yl)nicotinamide C1(CCC1)C=1C(=NC(=C(C(=O)NC2=CC(=NC=C2)S(N)(=O)=O)C1)N1CCC(CC1)(F)F)C